2-(2-methylpropyl)-4-hydroxy-4-methyl-tetrahydropyran CC(CC1OCCC(C1)(C)O)C